6-((4-(6-bromo-1-(tetrahydro-2H-pyran-2-yl)-1H-indazol-4-yl)-1H-1,2,3-triazole-1-yl)methyl)-2-(((cyclobutylmethyl)amino)methyl)-1H-indole-1-carboxylic acid tert-butyl ester C(C)(C)(C)OC(=O)N1C(=CC2=CC=C(C=C12)CN1N=NC(=C1)C1=C2C=NN(C2=CC(=C1)Br)C1OCCCC1)CNCC1CCC1